(3-chloro-4-(3-fluoropropoxy)phenyl)methanol ClC=1C=C(C=CC1OCCCF)CO